C[N+](C)(C1CCCCC1)[O-] N,N-Dimethylcyclohexylamine N-oxide